OC1=CC(=NN1C1=CC=C(C#N)C=C1)C(F)(F)F 4-(5-hydroxy-3-(trifluoromethyl)-1H-pyrazol-1-yl)benzonitrile